oxobenzopyran-2,8-dicarboxylic acid O=C1C(OC2=C(C1)C=CC=C2C(=O)O)C(=O)O